6-bromo-4-morpholinoquinazoline BrC=1C=C2C(=NC=NC2=CC1)N1CCOCC1